ClCC(=O)N1[C@H](CN(C[C@H]1C)C(=O)OCC1=CC=CC=C1)C benzyl (3S,5R)-4-(2-chloroacetyl)-3,5-dimethylpiperazine-1-carboxylate